NC1=CC=C(C=N1)C=1C=C(C=CC1)CCC(=O)NC1=CC(=C(C=C1)C)C(F)(F)F 3-(3-(6-aminopyridin-3-yl)phenyl)-N-(4-methyl-3-(trifluoromethyl)phenyl)propanamide